C(C)(C)(C)NS(=O)(=O)C1=CC(=CC=C1)NC1=NC(=NC=C1C)NC1=CC(=C(C(=C1)OC)OC)OC N-(tert-butyl)-3-((5-methyl-2-((3,4,5-trimethoxyphenyl)amino)pyrimidin-4-yl)amino)benzenesulfonamide